CCl.[NH4+] ammonium methyl chlorid